(3S)-hydroxybutyryl-CoA OCCCC(=O)SCCNC(CCNC([C@@H](C(COP(OP(OC[C@@H]1[C@H]([C@H]([C@@H](O1)N1C=NC=2C(N)=NC=NC12)O)OP(=O)(O)O)(=O)O)(=O)O)(C)C)O)=O)=O